(1R,3S)-3-Amino-N-methylcyclopentanecarboxamide hydrochloride Cl.N[C@@H]1C[C@@H](CC1)C(=O)NC